FC(OC1=CC2=C(N=C(O2)C=2C(=C(C=CC2)C2=C(C(=CC=C2)C=2OC3=C(N2)C=CC(=C3)CN3CCCC3)C)C)C=C1CN1[C@@H](CCC1)C(=O)O)F ((6-(difluoromethoxy)-2-(2,2'-dimethyl-3'-(6-(pyrrolidin-1-ylmethyl)benzo[d]oxazol-2-yl)-[1,1'-biphenyl]-3-yl)benzo[d]oxazol-5-yl)methyl)-L-proline